CN1N(C(C(=C1C)NC(=O)C=1C=C(SC1)C(=O)NC1=CC(=CC=C1)NS(=O)(=O)C)=O)C1=CC=CC=C1 N4-(1,5-dimethyl-3-oxo-2-phenyl-2,3-dihydro-1H-pyrazol-4-yl)-N2-(3-(methylsulfonamido)phenyl)thiophene-2,4-dicarboxamide